C(CCC)OC(=O)N1CC(CCC1)CCN(CCCCCCCCCCCCCC)CCCCCCCCCCCC(=O)OC Butyl-3-(2-((12-methoxy-12-oxododecyl)(tetradecyl)amino)ethyl)piperidine-1-carboxylate